NC1=CC=C(C=N1)N1CC(CCC1)(O)COC 1-(6-Aminopyridin-3-yl)-3-(methoxymethyl)piperidin-3-ol